C1(=C(C(=CC(=C1)C)C)N1C(N2C(C=CC=C2C2=C(C=C(C=C2C)C)C)=C1)=[Au-2]Cl)C (2,5-dimesitylimidazo[1,5-a]pyridin-3(2H)-ylidene)gold(I) chloride